ClC1=NC(=NC(=C1CC(F)(F)F)Cl)N 4,6-dichloro-5-(2,2,2-trifluoroethyl)pyrimidin-2-amine